C1CN(CCC12CCNCC2)CC2CCC(CC2)N2N=C(C(=C2)N2CC=CC(=C2)N2[C@H]1CO[C@@H](C2)C1)C(F)F N-(1-((1R,4R)-4-((3,9-diazaspiro[5.5]undec-3-yl)methyl)cyclohexyl)-3-(Difluoromethyl)-1H-pyrazol-4-yl)-5-((1R,4R)-2-oxa-5-azabicyclo[2.2.1]heptane-5-yl)pyridine